(R)-5-(3-Chloropyrazolo[1,5-a]pyrimidin-5-yl)-N-(1,1,1-trifluoropropan-2-yl)-7H-pyrrolo[2,3-d]pyrimidin-2-amine ClC=1C=NN2C1N=C(C=C2)C2=CNC=1N=C(N=CC12)N[C@@H](C(F)(F)F)C